C(C)(C)(C)C=1N=CC(=NC1)C(=O)NCC1=C(C=C(C=C1)C1=NC=NN2C1=CC(=C2)C2=CC=C(C=C2)CN2CCC(CC2)C2=CC=C(C=C2)NC2C(NC(CC2)=O)=O)C 5-tert-butyl-N-[[4-[6-[4-[[4-[4-[(2,6-dioxo-3-piperidyl)amino]phenyl]-1-piperidyl]methyl]phenyl]pyrrolo[2,1-f][1,2,4]triazin-4-yl]-2-methyl-phenyl]methyl]pyrazine-2-carboxamide